N-(5-iodoquinolin-8-yl)undec-10-enamide Tert-butyl-6-(4-(5-(trifluoromethyl)pyrimidin-2-yl)piperazine-1-carbonyl)-2-azaspiro[3.3]heptane-2-carboxylate C(C)(C)(C)OC(=O)N1CC2(C1)CC(C2)C(=O)N2CCN(CC2)C2=NC=C(C=N2)C(F)(F)F.IC2=C1C=CC=NC1=C(C=C2)NC(CCCCCCCCC=C)=O